CC1=CN(C2=NC=C(C=C21)C(C(=O)N)=C)CC2=CC=C(C=C2)C(F)(F)F (3-methyl-1-(4-(trifluoromethyl)benzyl)-1H-pyrrolo[2,3-b]pyridin-5-yl)acrylamide